N-((6-(5-(trifluoromethyl)-1,2,4-oxadiazol-3-yl)imidazo[1,2-a]pyridin-2-yl)methyl)benzamide FC(C1=NC(=NO1)C=1C=CC=2N(C1)C=C(N2)CNC(C2=CC=CC=C2)=O)(F)F